[6-amino-5-(1-phenylpropoxy)pyridin-3-yl]boronic acid NC1=C(C=C(C=N1)B(O)O)OC(CC)C1=CC=CC=C1